CN(C)CCOC(C)=O N,N-dimethylaminoethylacetate